tert-butyl (3S,4S)-3-hydroxy-4-((S)-5H-imidazo[5,1-a]isoindol-5-yl)piperidine-1-carboxylate O[C@@H]1CN(CC[C@H]1[C@@H]1N2C(C3=CC=CC=C13)=CN=C2)C(=O)OC(C)(C)C